3,8-bis(benzyloxy)-9-cyclopropyl-2-methyl-spiro[benzo[c]chromen-6,1'-cyclobutane] C(C1=CC=CC=C1)OC1=C(C=C2C3=C(C=C(C(=C3)C3CC3)OCC3=CC=CC=C3)C3(CCC3)OC2=C1)C